N-(2,3-dihydrobenzo[b][1,4]dioxin-6-yl)-3-(N-(4-methoxyphenyl)-N-methylsulfamoyl)benzamide O1C2=C(OCC1)C=C(C=C2)NC(C2=CC(=CC=C2)S(N(C)C2=CC=C(C=C2)OC)(=O)=O)=O